(S)-ethyl (S)-1-(4-aminobenzoyl)piperidine-3-carboxylate NC1=CC=C(C(=O)N2C[C@H](CCC2)C(=O)OCC)C=C1